C1(CC1)[C@@H]1N[C@@H](CNC1)C (2S,6R)-2-cyclopropyl-6-methylpiperazine